(R)-7-methoxy-N-(pyrrolidin-3-yl)quinolin-4-amine hydrochloride Cl.COC1=CC=C2C(=CC=NC2=C1)N[C@H]1CNCC1